tert-butyl (2-oxopent-4-en-1-yl)carbamate O=C(CNC(OC(C)(C)C)=O)CC=C